rac-6,6-difluoro-5-(4-methoxyphenyl)-3-[6-methyl-3-[3-(trifluoro-methyl)phenoxy]pyridazine-4-yl]-4,5-dihydro-1,2,4-oxadiazine FC1([C@H](NC(=NO1)C1=C(N=NC(=C1)C)OC1=CC(=CC=C1)C(F)(F)F)C1=CC=C(C=C1)OC)F |r|